C12(C(CCCC1)O2)CC21C(CC(CC2)C(=O)[O-])O1 4-Epoxycyclohexylmethyl-3,4-epoxycyclohexanecarboxylate